C(C1=CC=CC=C1)OCC1=NN(C(N1CC)=O)C=1C=C2C(=CC(=NC2=CC1F)C=1C(=NC=CC1C)Cl)C(C)C ((benzyloxy)methyl)-1-(2-(2-chloro-4-methylpyridin-3-yl)-7-fluoro-4-isopropylquinoline-6-yl)-4-ethyl-1H-1,2,4-triazol-5(4H)-one